1-bromomethyl-trimethoxysilane BrC[Si](OC)(OC)OC